(4-(1-(cyclopropylmethyl)-1H-benzo[d]imidazol-2-yl)piperidin-1-yl)(1-(3-fluorophenyl)-1H-indazol-5-yl)methanone C1(CC1)CN1C(=NC2=C1C=CC=C2)C2CCN(CC2)C(=O)C=2C=C1C=NN(C1=CC2)C2=CC(=CC=C2)F